N-(2-fluorobenzyl)-2-(5-(4-hydroxy-2-methylphenyl)pyridin-2-yl)acetamide FC1=C(CNC(CC2=NC=C(C=C2)C2=C(C=C(C=C2)O)C)=O)C=CC=C1